(3-fluoro-2-nitrophenyl)methanol FC=1C(=C(C=CC1)CO)[N+](=O)[O-]